N-[5-(1H-benzimidazol-2-yl)-1-methyl-1,2,4-triazol-3-yl]-4-fluoro-benzamide N1C(=NC2=C1C=CC=C2)C2=NC(=NN2C)NC(C2=CC=C(C=C2)F)=O